1-(4-Fluorophenyl)-3-(4-{5-[3-(trifluoromethoxy)phenyl]-1H-pyrazol-3-yl}phenyl)urea FC1=CC=C(C=C1)NC(=O)NC1=CC=C(C=C1)C1=NNC(=C1)C1=CC(=CC=C1)OC(F)(F)F